FC(C=1C(=C(C=CC1)[C@@H](C)NC(=O)C1=CN(C(C=C1N[C@H]1C=2N(CCC1)C=NC2)=O)C2(CC2)C(F)F)F)F N-((R)-1-(3-(difluoromethyl)-2-fluorophenyl)ethyl)-1-(1-(difluoromethyl)cyclopropyl)-6-oxo-4-(((R)-5,6,7,8-tetrahydroimidazo[1,5-a]pyridin-8-yl)amino)-1,6-dihydropyridine-3-carboxamide